CC1=C(C=CC=C1COC=1C=CC(=C2CCCC12)CN1[C@@H](CCCC1)C(=O)O)C1=CC=CC=C1 (S)-1-((7-((2-methyl-[1,1'-biphenyl]-3-yl)methoxy)-2,3-dihydro-1H-inden-4-yl)methyl)piperidine-2-carboxylic acid